{2-[(5-chloro-2-{2-methoxy-4-[4-(4-methylpiperazin-1-yl)piperidin-1-yl]anilino}pyrimidin-4-yl)amino]phenyl}dimethyl-λ5-phosphanone ClC=1C(=NC(=NC1)NC1=C(C=C(C=C1)N1CCC(CC1)N1CCN(CC1)C)OC)NC1=C(C=CC=C1)P(=O)(C)C